CN1N=CC(=C1)O[C@@H]1CN(CC1)C(=O)OC(C)(C)C Tert-butyl (S)-3-((1-methyl-1H-pyrazol-4-yl)oxy)pyrrolidine-1-carboxylate